2-(1H-benzo[d]imidazol-5-yl)-3-(3,4-dimethoxyphenyl)isoindolin-1-one N1C=NC2=C1C=CC(=C2)N2C(C1=CC=CC=C1C2C2=CC(=C(C=C2)OC)OC)=O